O=C(CCCCC(=O)O)OCC[Si](C)(C)C 6-oxo-6-(2-(trimethylsilyl)ethoxy)hexanoic acid